NC1=NC=CC(=C1Cl)SC=1C=2N(C(=NC1C)N1CCC3(CC1)[C@@H](C1=CC=CC=C1C3)N)C=CN2 (S)-1'-(8-((2-amino-3-chloropyridin-4-yl)thio)-7-methylimidazo[1,2-c]pyrimidin-5-yl)-1,3-dihydrospiro[indene-2,4'-piperidin]-1-amine